N-(1,1-Dimethyl-2,3-dihydro-1H-inden-2-yl)-6-((S)-2,2,2-trifluoro-1-(methylamino)ethyl)pyridin-3-amine CC1(C(CC2=CC=CC=C12)NC=1C=NC(=CC1)[C@@H](C(F)(F)F)NC)C